C(C1=CC=CC=C1)C1=NC(=NN1)C(=O)N[C@@H]1C(N(C2=C(OC1)C=CC(=C2)C#CC(C)(C)O)C)=O (S)-5-benzyl-N-(7-(3-hydroxy-3-methylbut-1-yn-1-yl)-5-methyl-4-oxo-2,3,4,5-tetrahydrobenzo[B][1,4]oxazepin-3-yl)-1H-1,2,4-triazole-3-carboxamide